(R)-10-methyl-3-(3-vinyl-4H-1,2,4-triazol-4-yl)-9,10,11,12-tetrahydro-8H-[1,4]diazepino[5',6':4,5]thieno[3,2-f]quinolin-8-one C[C@H]1NC(C2=C(C=3C=4C=CC(=NC4C=CC3S2)N2C(=NN=C2)C=C)NC1)=O